(3R,4S)-3-cyclopropyl-4-methyl-1-[6-[1-(1-methylpiperidin-4-yl)pyrazol-4-yl]pyrazolo[1,5-a]pyrazin-4-yl]-2-oxopyrrolidine-3-carbonitrile C1(CC1)[C@]1(C(N(C[C@H]1C)C=1C=2N(C=C(N1)C=1C=NN(C1)C1CCN(CC1)C)N=CC2)=O)C#N